1-tert-Butyl-N-[3-fluoro-4-[(7-methoxy-1,5-naphthyridin-4-yl)oxy]phenyl]-5-(4-fluorophenyl)-6-methyl-4-oxopyridine-3-carboxamide C(C)(C)(C)N1C=C(C(C(=C1C)C1=CC=C(C=C1)F)=O)C(=O)NC1=CC(=C(C=C1)OC1=CC=NC2=CC(=CN=C12)OC)F